6-(4-Fluorophenyl)-5-vinylisoindolin-1-one FC1=CC=C(C=C1)C1=C(C=C2CNC(C2=C1)=O)C=C